CC1=C(C(=CC(=C1)C)C)S(=O)(=O)O/N=C(\C)/OCC Ethyl (E)-N-(2,4,6-trimethylbenzenesulfonyl)oxyacetimidate